CC([O-])C.FC(C=1C=C(C=C(C1)C(F)(F)F)C1(C(C(=C(C(=C1Cl)Cl)Cl)Cl)([Li])C1=CC(=CC(=C1)C(F)(F)F)C(F)(F)F)Cl)(F)F bis(3,5-bis(trifluoromethyl)phenyl)(2,3,4,5,6-pentachlorophenyl)Lithium isopropoxide